2-[4-(methoxy)-7-methylindol-3-yl]-N,N-dimethylglyoxylamide COC1=C2C(=CNC2=C(C=C1)C)C(C(=O)N(C)C)=O